FC=1C(=NC(=C(C1)OCCF)F)N(CC1=CC=C(C=C1)OC)CC1=CC=C(C=C1)OC [3,6-difluoro-5-(2-fluoroethoxy)-2-pyridinyl]-bis(p-anisyl)amine